FCl.[Ta] tantalum fluorochloride